1-bromo-4,5-dichloro-2-[(E)-2-methoxyvinyl]benzene BrC1=C(C=C(C(=C1)Cl)Cl)\C=C\OC